COC1=CC=C(C=C1)CN1C(C2=C3C(C(=CC=C13)OCC#C)=CC=C2)=O 1-[(4-methoxyphenyl)methyl]-6-prop-2-ynoxy-benzo[cd]indol-2-one